[Si](C)(C)(C(C)(C)C)OCCS(=O)(=O)CC(CCCC(C(=O)OC(C)(C)C)(C)C1=NC(=CN=C1)C[C@@H](C(=O)OC)C)(C)C tert-butyl 7-((2-((tert-butyldimethylsilyl)oxy)ethyl)sulfonyl)-2-(6-((S)-3-methoxy-2-methyl-3-oxopropyl)pyrazin-2-yl)-2,6,6-trimethylheptanoate